COC1=CC=C(C=N1)C1=CN(C2=NC=C(C=C21)C2=CC=C(CN1CCC(CC1)(O)C)C=C2)S(=O)(=O)C2=CC=C(C)C=C2 1-(4-(3-(6-methoxypyridin-3-yl)-1-tosyl-1H-pyrrolo[2,3-b]pyridin-5-yl)benzyl)-4-methylpiperidin-4-ol